trans-N-(2-hydroxyethyl)-3-methylsulfanyl-acrylamide OCCNC(\C=C\SC)=O